BrC1=C(C=C2CCN3C(C2=C1)=C(C=C3C(=O)N(C)[C@@](C)(CC(F)(F)F)C#N)CC(F)(F)F)OC (S)-9-bromo-N-(2-cyano-4,4,4-trifluorobutan-2-yl)-8-methoxy-N-methyl-1-(2,2,2-trifluoroethyl)-5,6-dihydropyrrolo[2,1-a]isoquinoline-3-carboxamide